FC1=CC=C(C=C1)N1C(=C(C2=C1C=C1C=NNC1=C2)C2=CC=C(C(=O)OC1[C@@H]([C@H]([C@@H]([C@H](O1)C(=O)OCC=C)O)O)O)C=C2)C(C)C allyl (2S,3S,4S,5R)-6-[4-[5-(4-fluorophenyl)-6-isopropyl-1H-pyrrolo[2,3-f]indazol-7-yl]benzoyl]oxy-3,4,5-trihydroxy-tetrahydropyran-2-carboxylate